BrC1=CC(=C(C[C@H]2NC(=NOC2)C2=C(N=NC=C2OC2=CC(=CC=C2)Cl)C)C=C1)C |r| (5RS)-5-(4-bromo-2-methylbenzyl)-3-[5-(3-chlorophenoxy)-3-methylpyridazin-4-yl]-5,6-dihydro-4H-1,2,4-oxadiazine